The molecule is a pyrazolopyridine that is 5-fluoro-1H-pyrazolo[3,4-b]pyridine in which the amino hydrogen at position 1 has been substituted by a 2-fluorobenzyl group and the hydrogen at position 3 has been substituted by a 4,6-diamino-5-[(methoxycarbonyl)amino]pyrimidin-2-yl group. It is a soluble guanylate cyclase stimulator, used for treatment of chronic heart failure. It has a role as a soluble guanylate cyclase activator, a vasodilator agent and an antihypertensive agent. It is an aminopyrimidine, a pyrazolopyridine, a carbamate ester and an organofluorine compound. COC(=O)NC1=C(N=C(N=C1N)C2=NN(C3=C2C=C(C=N3)F)CC4=CC=CC=C4F)N